CN1C(C(=CC(=C1)C1=CC(=C(C=C1)[N+](=O)[O-])NCCOCC(F)(F)F)C)=O 1,3-dimethyl-5-(4-nitro-3-((2-(2,2,2-trifluoroethoxy)ethyl)amino)phenyl)pyridin-2(1H)-one